(R)-2-(((1-benzhydrylazetidin-3-yl)oxy)methyl)-3-methylbutanoic acid C(C1=CC=CC=C1)(C1=CC=CC=C1)N1CC(C1)OC[C@H](C(=O)O)C(C)C